(R)-3-cyclopropyl-1-(5-(2-hydroxy-4-(trifluoromethyl)phenyl)pyrido[2,3-d]pyridazin-8-yl)pyrrolidin-3-ol C1(CC1)[C@]1(CN(CC1)C=1N=NC(=C2C1N=CC=C2)C2=C(C=C(C=C2)C(F)(F)F)O)O